4-(Benzylthio)-N,N-dimethylbenzenesulfonamide C(C1=CC=CC=C1)SC1=CC=C(C=C1)S(=O)(=O)N(C)C